C(#N)CC[C@@]1(C[C@H](N(C1=O)C(=O)OC(C)(C)C)C(=O)OC)C(=O)OCC 1-(tert-butyl) 4-ethyl 2-methyl (2S,4S)-4-(2-cyanoethyl)-5-oxopyrrolidine-1,2,4-tricarboxylate